BrC=1C=C(C=CC1)[C@@H](C)NC1=NC(=NC2=CC(=C(C=C12)OC)OCCCCCCCNCCC(F)(F)F)C (R)-N-(1-(3-bromophenyl)ethyl)-6-methoxy-2-methyl-7-((7-((3,3,3-trifluoro-propyl)amino)heptyl)oxy)quinazolin-4-amine